C(#N)CN(C=1C(=C(C(=O)Cl)C=CC1)F)C(C1=CC=CC=C1)=O 3-[N-(cyanomethyl)benzoylamino]-2-fluorobenzoyl chloride